FCCCCOC1=CC2=C(CN(CCC2)C2=CC(=C(C(=C2)C)NC(CC(C)(C)C)=O)C)C=C1 N-(4-(7-(4-fluorobutoxy)-1,3,4,5-tetrahydro-2H-benzo[c]azepine-2-yl)-2,6-Dimethylphenyl)-3,3-dimethylbutanamide